dicyclohexyl-(2'-(4-methoxystyryl)-[1,1'-biphenyl]-2-yl)phosphine C1(CCCCC1)P(C1=C(C=CC=C1)C1=C(C=CC=C1)C=CC1=CC=C(C=C1)OC)C1CCCCC1